2-methylene-4-oxo-4-((2-(4-(trifluoromethyl)phenyl)propan-2-yl)amino)butanoic acid C=C(C(=O)O)CC(NC(C)(C)C1=CC=C(C=C1)C(F)(F)F)=O